N[C@@H]1C2=CC=CC=C2CC12CCN(CC2)C=2N(C(C(=CN2)C#CCC2=C(C#N)C(=CC=C2)O)=O)C (S)-2-(3-(2-(1-amino-1,3-dihydro-spiro[indene-2,4'-piperidin]-1'-yl)-1-methyl-6-oxo-1,6-dihydropyrimidin-5-yl)prop-2-yn-1-yl)-6-hydroxybenzonitrile